1-(4-(4-(4-amino-3-nitrophenyl)pyrimidin-2-ylamino)phenyl)pyrrolidin-3-ol NC1=C(C=C(C=C1)C1=NC(=NC=C1)NC1=CC=C(C=C1)N1CC(CC1)O)[N+](=O)[O-]